4-(2-(6-(5-fluoropyridin-3-yl)-1-isopropyl-1H-imidazo[4,5-c]pyridin-4-ylamino)ethyl)phenol FC=1C=C(C=NC1)C1=CC2=C(C(=N1)NCCC1=CC=C(C=C1)O)N=CN2C(C)C